FC(C1=NC(=NO1)C1=CC=C(C=C1)NC(OC)=O)(F)F methyl (4-[5-(trifluoromethyl)-1,2,4-oxadiazol-3-yl]phenyl)carbamate